2-({[5-(4-aminoquinazolin-6-yl)thiophen-2-yl]methyl}amino)-N~3~-(3,4-difluorobenzyl)pyridine-3,5-dicarboxamide NC1=NC=NC2=CC=C(C=C12)C1=CC=C(S1)CNC1=NC=C(C=C1C(=O)NCC1=CC(=C(C=C1)F)F)C(=O)N